n-Butenyl-tin trichloride C(=CCC)[Sn](Cl)(Cl)Cl